FC1=C(C#N)C=CC(=C1)C=1C2=C(C=NC1C1=CC3=C(OCCN3C)C=C1)N(C=N2)C[C@@H]2CNCC2 (S)-2-fluoro-4-(6-(4-methyl-3,4-dihydro-2H-benzo[b][1,4]oxazin-6-yl)-3-(pyrrolidin-3-ylmethyl)-3H-imidazo[4,5-c]pyridin-7-yl)benzonitrile